L-Allo-Isoleucine N[C@@H]([C@H](C)CC)C(=O)O